CC=1C=C2C(C(NC2=CC1)=O)=NN=C1SCC(N1C1=CC=C(C=C1)C(C)(C)C)=O 5-methyl-3-(2-(3-(4-tert-butylphenyl)-4-oxothiazolidin-2-ylidene)hydrazono)indol-2-one